OC=1C=C2C(N(C=NC2=CC1)CCC1CCN(CC1)C(=O)OC(C)(C)C)=O tert-butyl 4-[2-(6-hydroxy-4-oxo-quinazolin-3-yl)ethyl]piperidine-1-carboxylate